C(C1=CC=CC=C1)(=O)N1C(N(C=CC1=O)C1OC(C(C1OC)O)C#CP(=O)(OCC)OCC)=O 3-Benzoyl-1-[5-(2-diethoxyphosphorylethynyl)-4-hydroxy-3-methoxy-tetrahydrofuran-2-yl]pyrimidine-2,4-dione